COCC1N(CCOC1)O 3-(methoxymethyl)morpholinol